N,N-dimethyl-oxalyl-diamine CN(C(C(=O)N)=O)C